C(C)(C)(C)[Si](C)(C)OC1=C(C2(C3=C(C=CC(=C13)OC1=CC(=CC(=C1)F)F)SC(F)(F)F)OCCO2)F tert-butyl-[7'-(3,5-difluorophenoxy)-2'-fluoro-4'-(trifluoromethylsulfanyl)spiro[1,3-dioxolane-2,3'-indene]-1'-yl]oxy-dimethyl-silane